C1OCC12CN(C2)C2CCC(CC2)NC2=C1C=C(N(C1=CC=C2)CC(F)(F)F)C#CCN2C(OC1=C2C=CC(=C1)S(=O)(=O)C)=O 3-(3-(4-(((1R,4R)-4-(2-oxa-6-azaspiro[3.3]heptan-6-yl)cyclohexyl)amino)-1-(2,2,2-trifluoroethyl)-1H-indol-2-yl)prop-2-yn-1-yl)-6-(methyl-sulfonyl)benzo[d]oxazol-2(3H)-one